7-(8-Fluoro-2-methylimidazo[1,2-a]pyridin-6-yl)-2-(1-methyl-4-piperidyl)-[1,3,4]thiadiazolo[3,2-a]pyrimidin-5-on FC=1C=2N(C=C(C1)C=1N=C3N(C(C1)=O)N=C(S3)C3CCN(CC3)C)C=C(N2)C